OC1(CN(CC1)CC=O)C 2-(3-hydroxy-3-methylpyrrolidin-1-yl)ethan-1-one